(cis)-tert-butyl 3-(1-benzylhexahydro-1H-pyrido[3,4-b][1,4]oxazin-6(7H)-yl)-2,2-dimethylpropionate C(C1=CC=CC=C1)N1[C@@H]2[C@H](OCC1)CN(CC2)CC(C(=O)OC(C)(C)C)(C)C